(3-(2,6-diphenylquinazolin-8-yl)phenyl)acrylamide C1(=CC=CC=C1)C1=NC2=C(C=C(C=C2C=N1)C1=CC=CC=C1)C=1C=C(C=CC1)C(C(=O)N)=C